11-(5-chloro-2,4-difluorophenyl)-3-methoxy-8-(piperazin-1-yl)-3,4-dihydro-2H,6H-[1,4]thiazepino[2,3,4-ij]quinazolin-6-one ClC=1C(=CC(=C(C1)C1=CC=C2C(=NC(N3C2=C1SCC(C3)OC)=O)N3CCNCC3)F)F